C1(=CC=CC=C1)C1C(C1)NCC(=O)N1CCN(CC1)CC1=CC=C(C(=O)OC)C=C1 methyl 4-((4-((2-phenylcyclopropyl)glycyl)piperazin-1-yl)methyl)benzoate